N1C(CCC1)CC=1C(=C(C(=O)OC(C)C=2C(=NC(=CC2)N2C=NC3=C2C=CC(=C3)NC=3N=NC(=CC3)C)C=3C(=NN(C3)CC)C)C=CC1)OC(C1=C(C=CC=C1)O)=O 1-[2-(1-ethyl-3-methyl-pyrazol-4-yl)-6-[5-[(6-methylpyridazin-3-yl)amino]benzimidazol-1-yl]-3-pyridyl]ethanol (pyrrolidin-2-yl)methyl-2-(2-hydroxybenzoyl)oxybenzoate